(E)-N-ethyl-N-(4-methylphenyl)-2-butenamide C(C)N(C(\C=C\C)=O)C1=CC=C(C=C1)C